butylene glycol furandicarboxylate O1C(=C(C=C1)C(=O)O)C(=O)O.C(CCCO)O